BrC1=NN(N=C1)C1CCN(CC1)C(=O)OC(C)(C)C tert-butyl 4-(4-bromo-2H-1,2,3-triazol-2-yl)piperidine-1-carboxylate